4-bromo-2-fluoro-6-(methoxy-d3)aniline BrC1=CC(=C(N)C(=C1)OC([2H])([2H])[2H])F